COC=1C=C(C2=C(N(C(O2)=O)C)C1)N1CCOCC1 5-methoxy-3-methyl-7-morpholinobenzo[d]oxazol-2(3H)-one